5-(((2-(4-(2-hydroxyethyl)piperazin-1-yl)ethyl)amino)methylene)-2,2-dimethyl-1,3-dioxane-4,6-dione OCCN1CCN(CC1)CCNC=C1C(OC(OC1=O)(C)C)=O